S(=O)(=O)(O)C=1C=C2C=CC(=CC2=CC1)C1=CC(=CC(=C1)OC)OC 6-sulfo-2-naphthyl-3,5-dimethoxybenzene